CC1=C(C=CC(=N1)C1=CNC2=C(C=CC=C12)C#N)OC1C(NCC1)=O 3-[6-methyl-5-[(2-oxopyrrolidin-3-yl)oxy]pyridin-2-yl]-1H-indole-7-carbonitrile